FC=1C=C(C=C(C1)F)S(=O)(=O)NC(OC)=O methyl ((3,5-difluorophenyl)sulfonyl)carbamate